OC(CCNC1=CC=CC2=CC=CC=C12)C 3-hydroxybutyl-α-naphthylamine